ClC=1C(=C(NC2=NC=NC3=CC=C(C=C23)C2(CN(C2)C(C=C)=O)F)C=CC1Cl)F 1-[3-[4-(3,4-Dichloro-2-fluoro-anilino)quinazolin-6-yl]-3-fluoro-azetidin-1-yl]prop-2-en-1-one